COC1=C(CNC([O-])=O)C=CC=C1 (2-methoxybenzyl)carbamate